(3-(2-Aminoethylamino))propyltrimethoxysilane NCCNCCC[Si](OC)(OC)OC